α-guanosine C1=NC2=C(N1[C@@H]3[C@@H]([C@@H]([C@H](O3)CO)O)O)N=C(NC2=O)N